[B-](F)(F)(F)F The molecule is a boron fluoride. It is a conjugate base of a tetrafluoroboric acid. It derives from a hydride of a borohydride.